tert-butyl (2S,4R)-2-((6-bromo-3-ethylpyridin-2-yl)carbamoyl)-4-fluoropyrrolidine-1-carboxylate BrC1=CC=C(C(=N1)NC(=O)[C@H]1N(C[C@@H](C1)F)C(=O)OC(C)(C)C)CC